ON=CCP(O)(=O)CCCCCCCCCC (2-(hydroxyimino)ethyl)(n-decyl)phosphinic acid